ClC=1N=C(C2=C(N1)CCS2)N[C@H]2CN(CC2)C(=O)OC Methyl (R)-3-((2-chloro-6,7-dihydrothieno[3,2-d]pyrimidin-4-yl)amino)pyrrolidine-1-carboxylate